3,5-difluoro-2,4,6-trimethylbenzyl (1R)-trans-3-(2,2-dichloro-1-ethenyl)-2,2-dimethylcyclopropanecarboxylate ClC(=C[C@H]1C([C@@H]1C(=O)OCC1=C(C(=C(C(=C1C)F)C)F)C)(C)C)Cl